4,4,5,5,5-pentafluoro-2-(trifluoromethyl)-1-pentene FC(CC(=C)C(F)(F)F)(C(F)(F)F)F